3-(5-(1-(6-((methylamino)methyl)pyridin-2-yl)-1H-1,2,3-triazol-4-yl)-1-oxoisoindolin-2-yl)piperidine-2,6-dione CNCC1=CC=CC(=N1)N1N=NC(=C1)C=1C=C2CN(C(C2=CC1)=O)C1C(NC(CC1)=O)=O